3-[3-fluoro-4-(trifluoromethyl)phenyl]azetidine 4-methylbenzenesulfonate CC1=CC=C(C=C1)S(=O)(=O)O.FC=1C=C(C=CC1C(F)(F)F)C1CNC1